CC=1NC2=CC=CC=C2C1S(=O)C(F)(F)F 2-Methyl-3-((trifluoromethyl)sulfinyl)-1H-indole